C(C1=CC=CC=C1)C1(N(CCC1=O)C(=O)OC(CN)C1=CC=C(C=C1)[N+](=O)[O-])C 2-amino-1-(4-nitrophenyl)ethan-1-ol benzyl-2-methyl-3-oxo-pyrrolidine-1-carboxylate